N1C=NC2=C1C=CC(=C2)C=2OC1=C(CC2O)C(=CC(=C1)OC)OC 2-(1H-benzimidazole-5-yl)-3-hydroxy-5,7-dimethoxy-4H-benzopyran